The molecule is a member of arsonic acids, a one-carbon compound and an organoarsonic acid. It is a conjugate acid of a methylarsonate(1-). C[As](=O)(O)O